FC1=C(C=C(C(=C1)[N+](=O)[O-])OC)S(=O)(=O)C 1-fluoro-4-methoxy-2-methylsulfonyl-5-nitro-benzene